ClC1=C(C(=CC=C1)Cl)C#CC=1C=C2CCC(C2=CC1)N1CC(C1)C(=O)OC methyl 1-(5-((2,6-dichlorophenyl)ethynyl)-2,3-dihydro-1H-inden-1-yl)azetidine-3-carboxylate